1-methyl-N-(3-(2-(4-methylpiperazin-1-yl)pyridin-4-yl)-1H-pyrrolo[2,3-b]pyridin-5-yl)piperidine-4-carboxamide CN1CCC(CC1)C(=O)NC=1C=C2C(=NC1)NC=C2C2=CC(=NC=C2)N2CCN(CC2)C